C(C)(C)(C)OC(=O)N1CCN(CC1)C1=NN=C(N1)C1=C(C(=CC=C1)Br)OC 4-(5-(3-bromo-2-methoxyphenyl)-4H-1,2,4-triazol-3-yl)piperazine-1-carboxylic acid tert-butyl ester